6-((1S,2S)-2-(6-(2,4-dimethoxypyrimidin-5-yl)imidazo[1,2-b]pyridazin-8-yl)cyclopropyl)-8-(2,2,2-trifluoroethoxy)quinoline COC1=NC=C(C(=N1)OC)C=1C=C(C=2N(N1)C=CN2)[C@@H]2[C@H](C2)C=2C=C1C=CC=NC1=C(C2)OCC(F)(F)F